CN(C(=[N+](C)C)N(C)C)C N,N,N',N',N'',N''-hexamethylguanidinium